C(C)OC=1C=2N(C=C(N1)C(=O)NC=1C(=NC=CC1)OC)C=C(N2)C21COC(CC2)(C1)C 8-ethoxy-N-(2-methoxypyridin-3-yl)-2-(1-methyl-2-oxabicyclo[2.2.1]hept-4-yl)imidazo[1,2-a]pyrazine-6-carboxamide